ClC1=CC=C2C(=N1)N=C(O2)N2CCN(CC2)C(=O)C=2C=NC(=C(C2)F)N2CC(C2)OC(C(F)(F)F)C (4-(5-chlorooxazolo[4,5-b]pyridin-2-yl)piperazin-1-yl)(5-fluoro-6-(3-((1,1,1-trifluoropropan-2-yl)oxy)azetidin-1-yl)pyridin-3-yl)methanone